C(C)(C)(C)OC(=O)N1[C@@H](CCC1)COC=1N=C(C2=C(N1)CN(CC2)C2=CC=CC1=CC=CC(=C21)C)N2C[C@@H](N(CC2)C(=O)OC(C)(C)C)CC#N tert-Butyl (2S)-4-[2-[[(2S)-1-tert-butoxycarbonylpyrrolidin-2-yl]methoxy]-7-(8-methyl-1-naphthyl)-6,8-dihydro-5H-pyrido[3,4-d]pyrimidin-4-yl]-2-(cyanomethyl)piperazine-1-carboxylate